C(C(=O)O)(=O)[O-].[Li+] mono-lithium oxalate